NC1=C(C(=CC=C1Br)Cl)C(O)C1=CC(=CC=C1)F (2-amino-3-bromo-6-chlorophenyl)(3-fluorophenyl)methanol